6-[4-(dimethylamino)-5,6-difluoro-8-(methylamino)-9H-pyrido[2,3-b]indol-3-yl]-1-ethyl-4-oxo-1,8-naphthyridine-3-carboxylic acid CN(C1=C(C=NC=2NC3=C(C=C(C(=C3C21)F)F)NC)C=2C=C1C(C(=CN(C1=NC2)CC)C(=O)O)=O)C